C(C1=CC=CC=C1)OC=1C=CC(=C(C(=O)N)C1)OCC 5-benzyloxy-2-ethoxybenzamide